CC=1N=C(C2=C(N1)OC=C2C(=O)N2CC1=CC=CC=C1CC2)NC2(CC2)C methyl-N-(1-methylcyclopropyl)-5-(1,2,3,4-tetrahydroisoquinoline-2-carbonyl)furo[2,3-d]pyrimidin-4-amine